PHENYLPYRAZOLINE C1C=CNN1C2=CC=CC=C2